bis(phenoxyphenyl)-bis(trimethylsiloxy)silane O(C1=CC=CC=C1)C1=C(C=CC=C1)[Si](O[Si](C)(C)C)(O[Si](C)(C)C)C1=C(C=CC=C1)OC1=CC=CC=C1